N1=CC=C(C=C1)C1(CCNCC1)C(=O)OC methyl 4-(pyridin-4-yl)piperidine-4-carboxylate